4-((6-chloro-4'-fluoro-[1,1'-biphenyl]-2-yl)amino)-2-fluoronicotinic acid ClC1=CC=CC(=C1C1=CC=C(C=C1)F)NC1=CC=NC(=C1C(=O)O)F